5-(3-(difluoromethoxy)-6-(2-hydroxy-6-methyl-4-(trifluoromethyl)phenyl)-2H-pyrazolo[3,4-b]pyridin-2-yl)-1-methylpiperidin-2-one FC(OC=1N(N=C2N=C(C=CC21)C2=C(C=C(C=C2C)C(F)(F)F)O)C2CCC(N(C2)C)=O)F